OC1=C(C=C(\C=C/2\C(NC(S2)=S)=O)C=C1OC)OC (Z)-5-(4-Hydroxy-3,5-dimethoxybenzylidene)-2-thioxothiazolidin-4-one